BrC1=CC=CC(=N1)NC(=O)[C@H]1N[C@@H]2C[C@@]2(C1)C (1R,3S,5R)-N-(6-bromopyridin-2-yl)-5-methyl-2-azabicyclo[3.1.0]hexane-3-carboxamide